N-((1s,3s)-3-hydroxyPhenyl-3-methylcyclobutyl)acetamide OC=1C=C(C=CC1)C1(CC(C1)C)NC(C)=O